5-(2-(2-fluoro-4-methoxyphenyl)cyclopropyl)-2,2-bipyrimidine FC1=C(C=CC(=C1)OC)C1C(C1)C=1C=NC(=NC1)C1=NC=CC=N1